[N+](=O)([O-])[O-].C(C)(C)C1=C(OC(=O)OC[N+]2=CC(=CC=C2)C(NC)=O)C(=CC=C1)C(C)C 1-((((2,6-diisopropylphenoxy)carbonyl)oxy)methyl)-3-(methylcarbamoyl)pyridin-1-ium nitrate